N-(3-chlorophenyl)pyrazino[1',2':1,5]pyrazolo[4,3-c][1,6]naphthyridin-6-amine ClC=1C=C(C=CC1)NC1=NC2=CC=NC=C2C=2C1=C1N(N2)C=CN=C1